C(C)(C)(C)OC(=O)NCC=1C=C(C=CC1)OB(O)O (3-{[(tert-butoxycarbonyl)amino]methyl}phenyl)boric acid